C1(CC1)OC1=CC=C(C=N1)N1C[C@H](CC1)C(=O)N[C@@H]([C@H](O)C1=CC2=C(OCCO2)C=C1)CN1CCCC1 (S)-1-(6-cyclopropoxypyridin-3-yl)-N-((1R,2R)-1-(2,3-dihydrobenzo[b][1,4]dioxin-6-yl)-1-hydroxy-3-(pyrrolidin-1-yl)propan-2-yl)pyrrolidine-3-carboxamide